COC(CSSCC(=O)OC)=O 2,2'-dithiodiacetic acid dimethyl ester